NC1=NC(=CC(=N1)N[C@@H](C)CCC)CC1=CC=C(C=C1)CN1CCCC1 (S)-2-amino-4-(pentan-2-ylamino)-6-(4-(pyrrolidin-1-ylmethyl)benzyl)pyrimidine